5-bromo-2-ethyl-6-methyl-3-nitrosopyrazolo[1,5-a]pyridine BrC1=CC=2N(C=C1C)N=C(C2N=O)CC